C(CCCCCCCCCCC)(=O)OCC(COC(CCCCCCCCCCC)=O)OC(/C=C/C(=O)[O-])=O (E)-4-((1,3-bis(dodecanoyloxy)propan-2-yl)oxy)-4-oxobut-2-enoate